ClC1=C(CC2(C(N=C3C=CC=CC3=N2)N)N)C=CC=C1 3-(2-chlorobenzyl)quinoxaline-2,3-diamine